6,7-dihydro-1H-[1,2,3]triazolo[4,5-c]pyridin N1N=NC=2C=NCCC21